NC1=NC2=CC=C(C=C2C=C1)NC(C1=C(C=CC(=C1)Cl)O)=O N-(2-aminoquinolin-6-yl)-5-chloro-2-hydroxybenzoamide